5-chloro-2-methoxy-N-[(9aS)-5-oxo-8,9,9a,10-tetrahydro-5H,7H-pyrido[3,2-f]pyrrolo[2,1-c][1,4]oxazepin-3-yl]benzenesulfonamide ClC=1C=CC(=C(C1)S(=O)(=O)NC1=CC=2C(N3[C@H](COC2N=C1)CCC3)=O)OC